CC1(C(=NOC1CC1=NC=CC(=C1)C1=CC=CC=C1)C1=CC=CC=C1)C 4,4-dimethyl-3-phenyl-5-((4-phenylpyridin-2-yl)methyl)-4,5-dihydroisoxazole